IC1=C(C(=O)O)C=C(C(=C1)F)F 2-iodo-4,5-difluorobenzoic acid